C[C@@H]1CN(C[C@@H](C1)C)CC1=CC(=C2CN(C(C2=C1)=O)C=1C=C(C=CC1)C1(CC(C1)C#N)CC1=NN=CN1C)C(F)(F)F (1R,3R)-3-(3-(6-(((3S,5R)-3,5-dimethylpiperidin-1-yl)methyl)-1-oxo-4-(trifluoromethyl)isoindolin-2-yl)phenyl)-3-((4-methyl-4H-1,2,4-triazol-3-yl)methyl)cyclobutane-1-carbonitrile